acetate (tert-butyl 2-(4-(4-(((1r,3r)-2,2,4,4-tetramethyl-3-((3-(trifluoromethyl)-[1,2,4]triazolo[4,3-b]pyridazin-6-yl)oxy)cyclobutyl)carbamoyl)phenoxy)butoxy)acetate) C(C)(C)(C)C(C(=O)O)OCCCCOC1=CC=C(C=C1)C(NC1C(C(C1(C)C)OC=1C=CC=2N(N1)C(=NN2)C(F)(F)F)(C)C)=O.C(C)(=O)O